Alpha-ketoglutaric acid disodium salt hydrate O.[Na+].[Na+].O=C(C(=O)[O-])CCC(=O)[O-]